ethyl 4-((cyclopropylmethyl)amino)-2-(methylthio)pyrimidine-5-carboxylate C1(CC1)CNC1=NC(=NC=C1C(=O)OCC)SC